N-(6-(4-(3,6-Dihydro-2H-pyran-4-yl)-1H-imidazol-1-yl)-5-fluoropyridin-3-yl)-2-(2-fluoro-3-(trifluoromethyl)phenyl)acetamide O1CCC(=CC1)C=1N=CN(C1)C1=C(C=C(C=N1)NC(CC1=C(C(=CC=C1)C(F)(F)F)F)=O)F